COC=1C=C(C=CC1)C=1N=C2N(C(=NC=C2C2=CC=NC=C2)N)C1 (3-methoxyphenyl)-8-(pyridin-4-yl)imidazo[1,2-c]pyrimidin-5-amine